8-amino-5-chloro-7-phenylpyrido[3,4-d]pyridazine-1,4(2H,3H)-dione sodium salt [Na].NC1=C(N=C(C=2C(NNC(C21)=O)=O)Cl)C2=CC=CC=C2